C(CC(C)CCC=C(C)C)(=O)C(C(C(O)C(CC(C)CCC=C(C)C)=O)O)O dicitronelloyl-glycerol